C(C1=CC=CC=C1)N(C(C)=O)C(=C)C1=CC=C(C=C1)C#N N-benzyl-N-(1-(4-cyanophenyl)vinyl)acetamide